Methyl L-Prolinate N1[C@@H](CCC1)C(=O)OC